tert-butyl (1R,5S)-3-(7-(8-ethyl-3-((tetrahydro-2H-pyran-2-yl)oxy)naphthalen-1-yl)-8-fluoro-2-(2-oxoethoxy)pyrido[4,3-d]pyrimidin-4-yl)-3,8-diazabicyclo[3.2.1]octane-8-carboxylate C(C)C=1C=CC=C2C=C(C=C(C12)C1=C(C=2N=C(N=C(C2C=N1)N1C[C@H]2CC[C@@H](C1)N2C(=O)OC(C)(C)C)OCC=O)F)OC2OCCCC2